7-fluoro-6-nitro-2H-benzo[b][1,4]oxazin-3(4H)-one FC=1C(=CC2=C(OCC(N2)=O)C1)[N+](=O)[O-]